1'-hydroxy-4'-((4-methoxyphenyl)sulfonamido)-[1,2'-binaphthalen]-2-ylmethyl (2-(methylamino)ethyl)carbamate hydrochloride Cl.CNCCNC(OCC1=C(C2=CC=CC=C2C=C1)C1=C(C2=CC=CC=C2C(=C1)NS(=O)(=O)C1=CC=C(C=C1)OC)O)=O